(4-(butylsulfonyl)piperazine-1-Yl)propionic acid methyl ester COC(C(C)N1CCN(CC1)S(=O)(=O)CCCC)=O